N-(5-(3-(1-methyl-1H-pyrazol-3-yl)phenyl)pyridin-3-yl)acrylamide CN1N=C(C=C1)C=1C=C(C=CC1)C=1C=C(C=NC1)NC(C=C)=O